(2-fluoro-3-methoxy-6-(1H-1,2,3-triazol-4-yl)phenyl)methanamine hydrochloride Cl.FC1=C(C(=CC=C1OC)C=1N=NNC1)CN